FC1=CC=2N(C(=C1)N[C@@H]1C[C@@H](CCC1)NC(C1=CC=C(C=C1)OC)=O)C=C(N2)C(F)(F)F N-[(1R,3S)-3-{[7-fluoro-2-(trifluoromethyl)imidazo[1,2-a]pyridin-5-yl]amino}cyclohexyl]-4-methoxybenzamide